SC1=NN=C2N1C1=CC=CC=C1C(N2CCC(C)C)=O 1-mercapto-4-(3-methylbutyl)[1,2,4]triazolo[4,3-a]quinazolin-5(4H)-one